1-benzyl-1H-pyrazole-5-carboxylic acid C(C1=CC=CC=C1)N1N=CC=C1C(=O)O